C(C)O[Si](CCCCCCCCCCCCC(CC1=NN=NN1)C1=NN=NN1)(OCC)OCC 1-[12-(triethoxysilyl)dodecyl]-5,5'-ethylenebis(1,2,3,4-tetrazole)